FC1=C(COC2=CC=CC(=N2)N2C[C@@H](N(CC2)CC2=NC3=C(N2C[C@H]2OCC2)C=C(C=C3)C(=O)O)C)C=CC(=C1)F 2-{[(2S)-4-{6-[(2,4-difluorobenzyl)oxy]pyridin-2-yl}-2-methylpiperazin-1-yl]methyl}-1-[(2S)-oxetan-2-ylmethyl]-1H-benzimidazole-6-carboxylic acid